NC1CN(CC1)C(=O)C1=NC2=CC(=NC=C2C=C1)NC1=C(C=C(C=C1)N1N=CC=C1)F 2-(3-Aminopyrrolidine-1-carbonyl)-N-[2-fluoro-4-(pyrazol-1-yl)phenyl]-1,6-naphthyridin-7-amine